O=C1NC(CCC1OC1=CC(=C(C=C1)N1CCN(CC1)C1C(CN(CC1)C(=O)OC(C)(C)C)(F)F)F)=O tert-butyl 4-[4-[4-[(2,6-dioxo-3-piperidyl)oxy]-2-fluoro-phenyl]piperazin-1-yl]-3,3-difluoro-piperidine-1-carboxylate